N-(5-fluoroquinolin-6-yl)-7-(1-methyl-1H-pyrazol-4-yl)-5-((S)-1-((R)-4-methylmorpholin-3-yl)ethoxy)quinazolin-4-amine FC1=C2C=CC=NC2=CC=C1NC1=NC=NC2=CC(=CC(=C12)O[C@@H](C)[C@@H]1N(CCOC1)C)C=1C=NN(C1)C